(S)-8-(2-amino-6-((R)-1-(4'-chloro-[1,1'-biphenyl]-4-yl)-2,2,2-trifluoroethoxy)pyrimidin-4-yl)-2,8-diazaspiro[4.5]decane-3-carboxylic acid NC1=NC(=CC(=N1)N1CCC2(C[C@H](NC2)C(=O)O)CC1)O[C@@H](C(F)(F)F)C1=CC=C(C=C1)C1=CC=C(C=C1)Cl